C(C(C)C)(=O)OC=1C(=NC=CC1OC)C(N[C@@H](C)C1=NOC(=N1)C1=CC=C(C=C1)C(F)(F)F)=O (S)-4-methoxy-2-((1-(5-(4-(trifluoromethyl)phenyl)-1,2,4-oxadiazol-3-yl)ethyl)carbamoyl)pyridin-3-yl isobutyrate